O(C(=O)C)C(CNC(C)=O)CCl N-[2-acetoxyl-(3-chloropropyl)]acetamide